6-(5-methylfuran-2-yl)-1-(3-(pyrrolidin-1-yl)propyl)-1H-indazol-4-amine CC1=CC=C(O1)C=1C=C(C=2C=NN(C2C1)CCCN1CCCC1)N